ClC=1C(=C(C(=CC1)N1N=C(N=C1)C(F)F)CN1C(C2=CC=CC=C2C1=O)=O)F 2-[[3-chloro-6-[3-(difluoromethyl)-1,2,4-triazol-1-yl]-2-fluorophenyl]methyl]isoindoline-1,3-dione